C(C)N1C(NC2=CC(=CC=C2C1=O)CN1CCN(CC1)C=1C(=NC=CC1)C(=O)NC)=O (4-((3-ethyl-2,4-dioxo-1,2,3,4-tetrahydroquinazolin-7-yl)methyl)piperazin-1-yl)-N-methylpicolinamide